N=NC(NC1=C(C=CC=C1)C)=S imino-(2'-methylphenyl)thiourea